NCCCCCCCC1=CC2=C(N(C(N2C)=O)C2C(NC(CC2)=O)=O)C=C1 3-[5-(7-aminoheptyl)-3-methyl-2-oxo-benzimidazol-1-yl]Piperidine-2,6-dione